3-(pyridin-3-ylformamido)propanoic acid N1=CC(=CC=C1)C(=O)NCCC(=O)O